α-D-lactosyl fluoride [C@H]1([C@H](O)[C@@H](O)[C@H](O[C@H]2[C@H](O)[C@@H](O)[C@@H](O)[C@H](O2)CO)[C@H](O1)CO)F